BrC=1C(=NC=C(C1C#N)[N+](=O)[O-])N1[C@H](COCC1)CO 3-bromo-2-[(3S)-3-(hydroxymethyl)morpholin-4-yl]-5-nitropyridine-4-carbonitrile